ClC=1C(=C(C(=CC1)C(F)F)C1=CN=CC(=N1)C(=O)NC=1C=NN(C1)C(C)C=1C=NC(=NC1)N1CC=2N(N=CC2C1)C)F 6-(3-Chloro-6-(difluoromethyl)-2-fluorophenyl)-N-(1-(1-(2-(1-methyl-4,6-dihydropyrrolo[3,4-c]pyrazol-5(1H)-yl)pyrimidin-5-yl)ethyl)-1H-pyrazol-4-yl)pyrazine-2-carboxamide